(E)-N-(3-(2-(benzyloxy)ethoxy)propylidene)-2-methylpropane-2-sulfinamide C(C1=CC=CC=C1)OCCOCC\C=N\S(=O)C(C)(C)C